(S)-N-(1H-benzo[d]imidazol-2-yl)-1-cyanopyrrolidine-3-carboxamide N1C(=NC2=C1C=CC=C2)NC(=O)[C@@H]2CN(CC2)C#N